C1(CCCCC1)COC1=C(C(=O)N2CC3=CC=C(C=C3C2)NC(\C=C\CN(C)C)=O)C(=CC(=C1C)O)O (E)-N-[2-[2-(Cyclohexylmethoxy)-4,6-dihydroxy-3-methyl-benzoyl]isoindolin-5-yl]-4-(dimethylamino)but-2-enamide